imidazo[1,5-a][1,8]naphthyridine N1=CC=CC=2C=CC=3N(C12)C=NC3